NC([C@H](C[C@H]1C(NCC1)=O)NC([C@H](CC1CCCCC1)NC(=O)C=1NC2=CC=CC(=C2C1)OC)=O)=O N-((S)-1-(((S)-1-amino-1-oxo-3-((S)-2-oxopyrrolidin-3-yl)propan-2-yl)amino)-3-cyclohexyl-1-oxopropan-2-yl)-4-methoxy-1H-indole-2-carboxamide